N-(4-(1H-imidazol-5-yl)phenyl)-2-(3-(2,6-dioxopiperidin-3-yl)-1H-indazol-1-yl)-acetamide N1C=NC=C1C1=CC=C(C=C1)NC(CN1N=C(C2=CC=CC=C12)C1C(NC(CC1)=O)=O)=O